2-fluoro-4-{[4-(6-methylpyridin-3-yl)pyridin-2-yl]oxy}aniline FC1=C(N)C=CC(=C1)OC1=NC=CC(=C1)C=1C=NC(=CC1)C